ClC=1C=C(C=CC1F)NC(N(C(C)C1=CN=C(C2=CC=CC=C12)OC)CCOCCOC)=O 3-(3-Chloro-4-fluorophenyl)-1-(2-(2-methoxyethoxy)ethyl)-1-(1-(1-methoxyisoquinolin-4-yl)ethyl)urea